C(OCC)(OCC)(OCC)OCC tetraethyl orthocarbonate